6-((2-((3S)-3-Amino-3-methyl-1-piperidinyl)-1H-benzimidazol-1-yl)methyl)-3-pyridincarbonitril N[C@@]1(CN(CCC1)C1=NC2=C(N1CC1=CC=C(C=N1)C#N)C=CC=C2)C